5-Methyl-2-[(1S)-3-methylcyclohex-2-en-1-yl]benzene-1,3-diol CC=1C=C(C(=C(C1)O)[C@@H]1C=C(CCC1)C)O